2-((2S,4S)-5-chloro-6-fluoro-2-((((trans)-4-(methylsulfonyl)cyclohexyl)amino)methyl)-2-phenyl-2,3-dihydrobenzofuran-4-yl)-4-(difluoromethoxy)-3-fluorobenzamide ClC=1C(=CC2=C(C[C@](O2)(C2=CC=CC=C2)CN[C@@H]2CC[C@H](CC2)S(=O)(=O)C)C1C1=C(C(=O)N)C=CC(=C1F)OC(F)F)F